FC1=C(C(=O)O)C(=CC(=C1)NS(=O)(=O)C)F 2,6-difluoro-4-(methylsulfonylamino)benzoic acid